C1(=CC(=CC=C1)C1=NN(C=C1)CC1=C(C(=O)N)C=CN=C1)C1=CC=CC=C1 3-((3-([1,1'-biphenyl]-3-yl)-1H-pyrazol-1-yl)methyl)isonicotinamide